6-(1-(benzo[d][1,3]dioxol-5-ylsulfonyl)piperidin-4-yl)-7-methylimidazo[1,2-b]pyridazine O1COC2=C1C=CC(=C2)S(=O)(=O)N2CCC(CC2)C=2C(=CC=1N(N2)C=CN1)C